FC1=C(N)C=C(C(=C1)OC1=CC=NC2=CC(=C(C=C12)C)I)F 2,5-difluoro-4-((7-iodo-6-methylquinolin-4-yl)oxy)aniline